C(C)(C)(C)OC(=O)N1[C@H](C[C@H](C1)OC1=NC=NC(=C1)OCCOC)C (2S,4r)-4-((6-(2-methoxyethoxy)pyrimidin-4-yl)oxy)-2-methylpyrrolidine-1-carboxylic acid tert-butyl ester